NC1=C(C=C(N=N1)C1=C(C=CC=C1)O)N1CC2CCC(C1)N2C2=CC(=NC=C2)C#CCN2C1COCC2CC(C1)F 2-[6-amino-5-[8-[2-[3-(7-fluoro-3-oxa-9-azabicyclo[3.3.1]nonan-9-yl)prop-1-ynyl]-4-pyridinyl]-3,8-diazabicyclo[3.2.1]oct-3-yl]pyridazin-3-yl]phenol